CS(=O)[O-].[NH4+] ammonium methanesulfinate salt